L-α-methylnorleucine C[C@](N)(CCCC)C(=O)O